C1(CC1)C1=NC=NC(=C1C=1N=C(C2=C(N1)CNCC2)OCC2=CC=C(C=C2)C=2N(C=C(N2)C(F)(F)F)C)OC 2-(4-cyclopropyl-6-methoxy-pyrimidin-5-yl)-4-[[4-[1-methyl-4-(trifluoromethyl)imidazol-2-yl]phenyl]methoxy]-5,6,7,8-tetrahydropyrido[3,4-d]pyrimidine